O(C1=CC=CC=C1)CC(=O)NC=1C=NC(=C(C1)Br)NC(COC1=CC=CC=C1)=O 2-Phenoxy-N-[5-bromo-6-[[2-phenoxyacetyl]amino]pyridin-3-yl]acetamide